ClC1=NC(=CC(=C1)C1=C(N=C(S1)NC(=O)N1[C@H](CCC1)C(C)(C)O)C1=CC(=CC=C1)C#N)C (2R)-N-[5-(2-Chloro-6-methyl-4-pyridyl)-4-(3-cyanophenyl)thiazol-2-yl]-2-(1-hydroxy-1-methyl-ethyl)pyrrolidine-1-carboxamide